C(C1=CC=CC=C1)OC=1C=C(C2=C(C(=C(O2)C)C(=O)NC2CNCC2(F)F)C1)F 5-(benzyloxy)-N-(4,4-difluoropyrrolidin-3-yl)-7-fluoro-2-methylbenzofuran-3-carboxamide